C1(=CC=CC=C1)CCC(C)(B1OC(C(O1)(C)C)(C)C)C12C(C(C1)(C2)C(=O)OC(C)C)B2OC(C(O2)(C)C)(C)C isopropyl 3-(4-phenyl-2-(4,4,5,5-tetramethyl-1,3,2-dioxaborolan-2-yl)butan-2-yl)-2-(4,4,5,5-tetramethyl-1,3,2-dioxaborolan-2-yl)bicyclo[1.1.1]pentane-1-carboxylate